OC=1C=C(C=CC1)C(NC(=O)C=1C(NC(=CC1)C(F)(F)F)=O)C1=CC=CC=C1 N-((3-hydroxyphenyl)(phenyl)methyl)-2-oxo-6-(trifluoromethyl)-1,2-dihydropyridine-3-carboxamide